(1R,2R,4S,6S)-6-(2-aminopropan-2-yl)-2-(hydroxymethyl)-2-(methoxymethyl)quinuclidin-3-one NC(C)(C)[C@@H]1C[C@H]2C([C@](N1CC2)(COC)CO)=O